C(C)(C)(C)OC(=O)NC1CC(C1)NC1=NC=C(C(=N1)C1=CNC2=C(C(=CC=C12)C(=O)OC)P(=O)(C)C)C(F)(F)F methyl 3-(2-(((1r,3r)-3-((tert-butoxycarbonyl)amino)cyclobutyl)amino)-5-(trifluoromethyl)pyrimidine-4-yl)-7-(dimethylphosphoryl)-1H-indole-6-carboxylate